CC1(CCC(CC1)NC(OC(C)(C)C)=O)S(=O)(=O)C tert-butyl (4-methyl-4-(methylsulfonyl)cyclohexyl)carbamate